1-methyl-1,8-diazaspiro[4.5]decan-2-one hydrochloride Cl.CN1C(CCC12CCNCC2)=O